butyl 6-benzyl-2-(1-(trifluoromethyl)cyclopropanecarbonyl)-2,6-diazaspiro[3.4]octane-8-carboxylate C(C1=CC=CC=C1)N1CC2(CN(C2)C(=O)C2(CC2)C(F)(F)F)C(C1)C(=O)OCCCC